C(C(=O)O)(=O)O.C(C)N(CC)CC triethylamine hydrogen oxalate